2,2,4,4-tetrachloro-6-isopropyl-2λ5,4λ5,6λ5-[1,3,5,2,4,6]triazatriphosphinine ClP1(=NP(=NP(=N1)(Cl)Cl)C(C)C)Cl